The molecule is a lysophosphatidylcholine 22:4 in which the acyl group is specified as (7Z,10Z,13Z,16Z)-docosatetraenoyl and is located at position 1. It derives from an all-cis-docosa-7,10,13,16-tetraenoic acid. CCCCC/C=C\\C/C=C\\C/C=C\\C/C=C\\CCCCCC(=O)OC[C@H](COP(=O)([O-])OCC[N+](C)(C)C)O